3-bromo-2-fluoro-4-methylpyridine BrC=1C(=NC=CC1C)F